ClC1=CC=C(C(=N1)C(=O)O)N[C@H](C)C1=C2N=C(C(=NC2=CC(=C1)C)C#N)C=1C=NNC1 (R)-6-chloro-3-((1-(2-cyano-7-methyl-3-(1H-pyrazol-4-yl)quinoxalin-5-yl)ethyl)amino)picolinic acid